C1(=C(C=CC=C1)C1=C(C=2NC3=CC=CC=C3C2C=C1)C1=CC=CC=2SC3=C(C21)C=CC=C3)C3=CC=CC=C3 (biphenylyl)(dibenzothiophenyl)Carbazole